NC=1C=CC2=C(NC(OC2=O)=O)C1 7-amino-2H-benzo[d][1,3]oxazine-2,4(1H)-dione